1-(3-Fluoro-4-hydroxy-5-methoxyphenyl)ethan-1-one FC=1C=C(C=C(C1O)OC)C(C)=O